(bis(4-methoxyphenyl)amino)-[1,1'-biphenyl] COC1=CC=C(C=C1)N(C1=CC=C(C=C1)OC)C1=C(C=CC=C1)C1=CC=CC=C1